tert-butyl 4-[5-[1-(benzenesulfonyl)-2-(2,6-dimethyl-4-pyridyl)-3-methyl-pyrrolo[2,3-b]pyridin-6-yl]-2-pyridyl]piperazine-1-carboxylate C1(=CC=CC=C1)S(=O)(=O)N1C(=C(C=2C1=NC(=CC2)C=2C=CC(=NC2)N2CCN(CC2)C(=O)OC(C)(C)C)C)C2=CC(=NC(=C2)C)C